C(C1=CC=CC=C1)OCC1=NN(C(N1CC)=O)C1=NC(=C(C(=O)OC)C=C1F)Cl Methyl 6-(3-((benzyloxy)methyl)-4-ethyl-5-oxo-4,5-dihydro-1H-1,2,4-triazol-1-yl)-2-chloro-5-fluoronicotinate